tetrakis(tri-phenyl-phosphine) palladium [Pd].C1(=CC=CC=C1)P(C1=CC=CC=C1)C1=CC=CC=C1.C1(=CC=CC=C1)P(C1=CC=CC=C1)C1=CC=CC=C1.C1(=CC=CC=C1)P(C1=CC=CC=C1)C1=CC=CC=C1.C1(=CC=CC=C1)P(C1=CC=CC=C1)C1=CC=CC=C1